tert-butyl ((2-(3-(3-cyano-1-(4-methyl-4H-1,2,4-triazol-3-yl)cyclobutyl)phenyl)-3-oxo-7-(trifluoromethyl)isoindolin-5-yl)methyl)(1-methylcyclobutyl)carbamate C(#N)C1CC(C1)(C1=NN=CN1C)C=1C=C(C=CC1)N1CC2=C(C=C(C=C2C1=O)CN(C(OC(C)(C)C)=O)C1(CCC1)C)C(F)(F)F